(isoquinolylpropanyl)isoquinoline C1(=NC=CC2=CC=CC=C12)CCCC1=NC=CC2=CC=CC=C12